4-dimethylamino-1,2-butanediol CN(CCC(CO)O)C